C(C#CC)(=O)NC=1C=C(C(=O)OC)C=CC1 methyl 3-(but-2-ynamido)benzoate